7-chloro-6-(4-(1-(2-methoxyethyl)piperidin-4-yl)phenyl)-4-methyl-2H-indazole ClC1=C(C=C(C2=CNN=C12)C)C1=CC=C(C=C1)C1CCN(CC1)CCOC